(7-benzothiophen-2-yl-naphthalen-2-yl)-(4-benzothiazol-2-yl-phenyl)-(4-dibenzothiophen-2-yl-phenyl)amine S1C(=CC2=C1C=CC=C2)C2=CC=C1C=CC(=CC1=C2)N(C2=CC=C(C=C2)C2=CC1=C(SC3=C1C=CC=C3)C=C2)C2=CC=C(C=C2)C=2SC3=C(N2)C=CC=C3